C(C)C1=C2C(=NC(=C1Br)CC)CC(C2)(C(=O)O)C(=O)O diethyl-3-bromo-5,7-dihydro-cyclopenta[b]pyridine-6,6-dicarboxylic acid